4-[(3S)-3-tert-butylpiperazin-1-yl]-5-fluoro-2-(2-fluoro-4-pyridinyl)-1H-pyrimidin-6-one C(C)(C)(C)[C@H]1CN(CCN1)C=1N=C(NC(C1F)=O)C1=CC(=NC=C1)F